N-[6-(2-cyanopropan-2-yl)pyridin-3-yl]-2-oxo-1-[2-(2,2,2-trifluoroethoxy)phenyl]-1,2-dihydropyridine-3-carboxamide C(#N)C(C)(C)C1=CC=C(C=N1)NC(=O)C=1C(N(C=CC1)C1=C(C=CC=C1)OCC(F)(F)F)=O